1-(2-chlorophenyl)-2-phenylethane-1,2-dione ClC1=C(C=CC=C1)C(C(=O)C1=CC=CC=C1)=O